2-amino-5-(trifluoromethylphenyl)phenol NC1=C(C=C(C=C1)C1=C(C=CC=C1)C(F)(F)F)O